C1(=CC=CC=C1)NC=1C=C2C3=C(C=NC2=CC1)C(C1=C3C=NC(=N1)C(F)(F)F)=O 2-(phenylamino)-9-(trifluoromethyl)-7H-pyrimido[5',4':3,4]cyclopenta[1,2-c]quinolin-7-one